tert-butyl-(8-(furan-2-yl)octyloxy)dimethylsilane C(C)(C)(C)[Si](C)(C)OCCCCCCCCC=1OC=CC1